6-(2-Fluorobenzyl)-2,4-dimethyl-4H-thiazolo[5',4':4,5]pyrrolo[2,3-d]pyridazin-5(6H)-one FC1=C(CN2N=CC3=C(C2=O)N(C2=C3SC(=N2)C)C)C=CC=C1